FC1=C(CNC([C@@H]2N(CCC2)C(=O)[C@@H]2CN(CCC2)S(=O)(=O)N2CC(C2)N2N=NC=C2)=O)C=CC(=C1)C(F)(F)F N-(2-fluoro-4-(trifluoromethyl)benzyl)-1-(((3S)-1-((3-(1H-1,2,3-triazol-1-yl)-1-azetidinyl)sulfonyl)-3-piperidinyl)carbonyl)-D-prolinamide